OC1=CC=C(C=C1)CCNC(C)=O N-(4-hydroxyphenylethyl)acetamide